P(OC(C1=CC=CC=C1)O)([O-])=O α-hydroxybenzyl phosphonate